[Cl-].IC[S+](C)CCO Iodomethyl-(2-hydroxyethyl)-methyl-sulfonium chloride